C(C)(C)(C)N1CCC(CC1)C(O)C1=CN=C2C(=NC(=NN21)O[C@@H](C)CCC)N(CC2=C(C=C(C=C2)OC)OC)CC2=C(C=C(C=C2)OC)OC Tert-butyl-4-((4-(bis(2,4-dimethoxybenzyl)amino)-2-(((S)-pent-2-yl)oxy)imidazo[2,1-f][1,2,4]triazin-7-yl)(hydroxy)methyl)piperidin